2-(methylthio)-1-(2-(4-(thiophen-3-yl)-1H-imidazol-2-yl)piperidin-1-yl)propan-1-one CSC(C(=O)N1C(CCCC1)C=1NC=C(N1)C1=CSC=C1)C